methyl 3-(2-(6-(6-((cis)-2,6-dimethylmorpholino)pyridin-2-yl)isoquinolin-3-yl)acetamido)bicyclo[1.1.1]pentane-1-carboxylate C[C@@H]1O[C@@H](CN(C1)C1=CC=CC(=N1)C=1C=C2C=C(N=CC2=CC1)CC(=O)NC12CC(C1)(C2)C(=O)OC)C